C1(CC1)C1=NN(C(=C1)N)C1=CC=CC=C1 3-Cyclopropyl-1-phenyl-1H-pyrazol-5-amine